ClC(C)C=1C=CC=2N(C1)C=C(N2)C2CC2 6-(1-Chloroethyl)-2-cyclopropylimidazo[1,2-a]pyridine